2-(1-(3-chloro-3'-fluoro-4'-(hydroxymethyl)-5'-(methylsulfonyl)biphenyl-4-yl)-2-(2-(2,6-dichlorophenyl)propan-2-yl)-1H-imidazol-4-yl)propan-2-ol ClC=1C=C(C=CC1N1C(=NC(=C1)C(C)(C)O)C(C)(C)C1=C(C=CC=C1Cl)Cl)C1=CC(=C(C(=C1)S(=O)(=O)C)CO)F